1-(2-((2R,4R)-4-fluoro-2-((R)-1-hydroxy-2-(6-methylpyridin-2-yl)ethyl)pyrrolidin-1-yl)-2-oxoethyl)-5-(2-methylpyrimidin-5-yl)-1H-indole-3-carboxamide F[C@@H]1C[C@@H](N(C1)C(CN1C=C(C2=CC(=CC=C12)C=1C=NC(=NC1)C)C(=O)N)=O)[C@@H](CC1=NC(=CC=C1)C)O